(2R,3R,4R,5R,6S)-6-(allyloxy)-5-((3-chloro-1,2,4-thiadiazol-5-yl)amino)-2-(hydroxymethyl)tetrahydro-2H-pyran-3,4-diol C(C=C)O[C@@H]1[C@@H]([C@H]([C@H]([C@H](O1)CO)O)O)NC1=NC(=NS1)Cl